COC1=C2C(=NC(=NC2=CC=C1)N)N 5-methoxyquinazoline-2,4-diamine